2-(p-cyanophenyl)pyrimidine-4-carboxamide C(#N)C1=CC=C(C=C1)C1=NC=CC(=N1)C(=O)N